5-chloro-2-fluoro-N-(6-(methylthio)pyridazin-4-yl)-4-(trifluoromethyl)benzamide ClC=1C(=CC(=C(C(=O)NC2=CN=NC(=C2)SC)C1)F)C(F)(F)F